O=C1NC(CCC1N1C(C2=CC=C(C=C2C1=O)N1CCC(CC1)CN1C(C[C@@H](CC1)CN1CCN(CC1)C(=O)OCC1=CC=CC=C1)=O)=O)=O benzyl 4-[[(4R)-1-[[1-[2-(2,6-dioxo-3-piperidyl)-1,3-dioxo-isoindolin-5-yl]-4-piperidyl]methyl]-2-oxo-4-piperidyl]methyl]piperazine-1-carboxylate